S(=O)(=O)(O)C(C(=O)OCCCCCC)CC(=O)OCCCCCC.[NH4+] Ammonium Dihexyl Sulfosuccinate